BrC=1C(=CN=C2C=CC(=NC12)OC)Cl 8-bromo-7-chloro-2-methoxy-1,5-naphthyridine